FC(C1=CC(=C(OC2CN(C2)C(=O)OC(C)(C)C)C=C1)[N+](=O)[O-])F tert-butyl 3-(4-(difluoromethyl)-2-nitrophenoxy)azetidine-1-carboxylate